2-[2-(N-methyl-N-ethyl-amino)ethoxy]-N-methyl-N-hexyl-acetamide CN(CC)CCOCC(=O)N(CCCCCC)C